ClC=1C=C(C=C(C1)F)[C@@H]1N(OCC1)C1=CC(=NC=N1)NC=1C(=CC(=C(C1)NC(C=C)=O)N1CCC(CC1)N1C[C@@H](N(CC1)C1CC1)C)OC N-(5-((6-((R)-3-(3-chloro-5-fluorophenyl)isoxazolidine-2-yl)pyrimidine-4-yl)amino)-2-(4-((S)-4-cyclopropyl-3-methylpiperazine-1-yl)piperidine-1-yl)-4-methoxyphenyl)acrylamide